O1COC(C1)C(=O)O [1,3]dioxolane-4-carboxylic acid